(2-(4-chlorophenyl)ethyl)-2,4-dimethyl-1H-imidazole-5-carboxylic acid ClC1=CC=C(C=C1)CCN1C(=NC(=C1C(=O)O)C)C